ClC=1C=CC(=C(C1)N1CC(N(CC1=O)C(C(=O)OC)CC=1C=NN(C1)C)=O)N1N=NC(=C1)Cl Methyl 2-(4-(5-chloro-2-(4-chloro-1H-1,2,3-triazol-1-yl)phenyl)-2,5-dioxopiperazin-1-yl)-3-(1-methyl-1H-pyrazol-4-yl)propanoate